ClC1=C2CN(CC2=CC(=C1OCCCOC1=C(C2=C(SC(=C2)C(CCC(=O)OCC)=O)C=C1OC)F)OC)C(CCC(=O)OCC)=O ethyl 4-(5-(3-((4-chloro-2-(4-ethoxy-4-oxobutanoyl)-6-methoxyisoindolin-5-yl)oxy)propoxy)-4-fluoro-6-methoxybenzo[b]thiophen-2-yl)-4-oxobutanoate